CN1[C@H](CCC1)CO [(1S,2R)-1-methylpyrrolidin-2-yl]methanol